[N+](=O)([O-])C1=CC=C(C=C1)[Cu] (4-nitrophenyl)copper